CNC[C@@H]1OCCC=2C=CC3=C(C12)OCC3 (R)-N-methyl-1-(2,3,6,9-tetrahydro-7H-furo[3,2-H]isochromen-9-yl)methylamine